C(CCC=CCC=CCC)=O 4,7-decadienal